ClC1=C(OC=2C(=C3C=NN(C3=CC2)C2CCOCC2)NC2=C(C(=CC=C2)C(=O)OC)C(=O)OC)C=CC=C1 Dimethyl 3-[[5-(2-chlorophenoxy)-1-tetrahydropyran-4-yl-indazol-4-yl]amino]benzene-1,2-dicarboxylate